NC=1C(=CC(=C(C#N)C1)Cl)N1C(CCCC1)CCCO 5-amino-2-chloro-4-(2-(3-hydroxypropyl)piperidin-1-yl)benzonitrile